N-{4-[(3-{[(tert-butyldimethylsilyl)oxy]methyl}-6-(5-chloro-2-fluorophenyl)pyridazin-4-yl)amino]pyridin-2-yl}-2-(4-methyl-1,4-diazepan-1-yl)acetamide [Si](C)(C)(C(C)(C)C)OCC=1N=NC(=CC1NC1=CC(=NC=C1)NC(CN1CCN(CCC1)C)=O)C1=C(C=CC(=C1)Cl)F